2-((2S,4S)-2-(aminomethyl)-5-chloro-2-phenyl-2,3-dihydrobenzofuran-4-yl)-4-(difluoro-methoxy)-3-fluorobenzamide NC[C@@]1(OC2=C(C1)C(=C(C=C2)Cl)C2=C(C(=O)N)C=CC(=C2F)OC(F)F)C2=CC=CC=C2